BrC1=C(C=C(OCCCC2CCN(CC2)CC(=O)NC2=CC=C3C(=NN(C3=C2OC)C)C2C(NC(CC2)=O)=O)C=C1)C(F)(F)F 2-[4-[3-[4-bromo-3-(trifluoromethyl)phenoxy]propyl]-1-piperidyl]-N-[3-(2,6-dioxo-3-piperidyl)-7-methoxy-1-methyl-indazol-6-yl]acetamide